FC1(CC=C(C(C1)(C([2H])([2H])[2H])C([2H])([2H])[2H])C1=NC=CC(=C1N)C1=C(C=CC(=C1)F)F)F 2-(4,4-difluoro-6,6-bis(methyl-d3)cyclohex-1-en-1-yl)-4-(2,5-difluorophenyl)pyridin-3-amine